Cl.S1C(=CC=C1)S(=O)(=O)N(C1=CC2=C(N=C(S2)NC(=O)N2CCNCC2)C=C1)S(=O)(=O)C=1SC=CC1 N-(6-(N-(thien-2-ylsulfonyl)thiophene-2-sulfonylamino)benzo[d]thiazol-2-yl)piperazine-1-carboxamide hydrochloride